C(C)N(C1=NC=NC=N1)CC 6-diethylamino-1,3,5-triazine